1-[1-(1-cyanocyclopropyl)ethyl]-N,5-dimethyl-N-pyridazin-4-yl-pyrazole-4-carboxamide C(#N)C1(CC1)C(C)N1N=CC(=C1C)C(=O)N(C1=CN=NC=C1)C